(-)-tartaric acid dibenzoate C(C1=CC=CC=C1)(=O)O.C(C1=CC=CC=C1)(=O)O.C(C(O)C(O)C(=O)O)(=O)O